1-(2-(5-(1-(3,5-Dichloropyridin-4-yl)ethoxy)-1H-indazol-3-yl)-4,6-dihydropyrrolo[3,4-d]imidazol-5(1H)-yl)-2-(dimethylamino)ethan-1-one ClC=1C=NC=C(C1C(C)OC=1C=C2C(=NNC2=CC1)C1=NC2=C(N1)CN(C2)C(CN(C)C)=O)Cl